O=C1NC(CC[C@@H]1N1CC=2C(N(C=C(C2C1=O)C)C1CC2(CNC2)C1)=O)=O (S)-2-(2,6-dioxopiperidin-3-yl)-7-methyl-5-(2-azaspiro[3.3]heptan-6-yl)-3,5-dihydro-1H-pyrrolo[3,4-c]pyridine-1,4(2H)-dione